NCC(C=1SC(=CN1)CO)N1C(=CC=C1C1=NC=C(C=C1)Cl)C(=O)N (2-amino-1-(5-(hydroxymethyl)thiazol-2-yl)ethyl)-5-(5-chloropyridin-2-yl)-1H-pyrrole-2-carboxamide